ClC=1C=C(C=C(C1)Cl)C1(CC(=NO1)C1=CC(=C(C(=O)NC2=CC(=NN2C)C)C=C1)C)C(F)(F)F 4-(5-(3,5-dichlorophenyl)-5-(trifluoromethyl)-4,5-dihydroisoxazol-3-yl)-N-(1,3-dimethyl-1H-pyrazol-5-yl)-2-methylbenzamide